3-(cyclopropylmethoxy)benzamide veratrate C(C1=CC(OC)=C(OC)C=C1)(=O)O.C1(CC1)COC=1C=C(C(=O)N)C=CC1